2-amino-3-[1,1':3',1''-terphenyl-5'-yl]propionic acid NC(C(=O)O)CC=1C=C(C=C(C1)C1=CC=CC=C1)C1=CC=CC=C1